(1S,3S)-3-({(1S)-2-[4,6-bis(trifluoromethyl)-1,3,5-triazin-2-yl]-6-chloro-2,3,4,9-tetrahydro-1H-pyrido[3,4-b]indol-1-yl}methyl)cyclopentan-1-ol FC(C1=NC(=NC(=N1)C(F)(F)F)N1[C@H](C=2NC3=CC=C(C=C3C2CC1)Cl)C[C@H]1C[C@H](CC1)O)(F)F